4-[[3-(2,3-difluoro-4-methoxyphenyl)imidazo[1,2-a]pyrazin-8-yl]amino]-2-ethyl-N-(2-hydroxy-3-pyrrolidin-1-ylpropyl)benzamide FC1=C(C=CC(=C1F)OC)C1=CN=C2N1C=CN=C2NC2=CC(=C(C(=O)NCC(CN1CCCC1)O)C=C2)CC